3-((difluoromethyl)sulfonyl)-N-((2-(2-(2-hydroxy-2-methyl-7-azaspiro[3.5]nonan-7-yl)pyrimidin-4-yl)-1,6-naphthyridin-7-yl)methyl)benzamide FC(S(=O)(=O)C=1C=C(C(=O)NCC2=NC=C3C=CC(=NC3=C2)C2=NC(=NC=C2)N2CCC3(CC(C3)(C)O)CC2)C=CC1)F